FC=1C=C(C=CC1)C1=CC(=CN1)C=O 5-(3-fluorophenyl)-1H-pyrrole-3-carbaldehyde